6-chloro-1,2-diazin-3-amine ClC1=CC=C(N=N1)N